5-(4-fluorophenyl)-1-[4-(methylsulfonyl)phenyl]-3-(trifluoromethyl)pyrazole FC1=CC=C(C=C1)C1=CC(=NN1C1=CC=C(C=C1)S(=O)(=O)C)C(F)(F)F